4-chloro-2-(propane-1-En-2-yl)pyridin-3-amine ClC1=C(C(=NC=C1)C(=C)C)N